benzene-sulfonamide C1(=CC=CC=C1)S(=O)(=O)N